O1C=CC2=C1C(=CC=C2)C2=CC(=C(C(=O)N1COC3=C(C1)C=CC=C3C3=CC(=C(C(=O)O)C=C3F)N3C1COCC3CC1)C(=C2)Cl)Cl 4-[3-[4-(1-Benzofuran-7-yl)-2,6-dichlorobenzoyl]-2,4-dihydro-1,3-benzoxazin-8-yl]-5-fluoro-2-(3-oxa-8-azabicyclo[3.2.1]octan-8-yl)benzoic acid